C(#N)C1=C2C=CC=NC2=C(C=C1)NC(C1=CC=C(C=C1)C(F)(F)F)=O N-(5-cyanoquinolin-8-yl)-4-(trifluoromethyl)benzamide